[Br-].C1(=CC=CC2=CC=CC=C12)OCCCC(CCCC)OCCCC[N+](C)(C)C 4-(1-naphthoxy-5-octoxy)butyl-trimethyl-ammonium bromide